2-[3-(methoxymethyl)-5-methyl-4H-1,2,4-triazol-4-yl]-4H,5H,6H-cyclopenta[b]thiophene-3,5-dicarboxylic acid 3,5-dimethyl ester COC(=O)C=1C2=C(SC1N1C(=NN=C1C)COC)CC(C2)C(=O)OC